3-hydroxy-3-(3-methoxyphenyl)isoindolin-1-one OC1(NC(C2=CC=CC=C12)=O)C1=CC(=CC=C1)OC